C(C)(C)(C)OC(=O)N[C@H]([C@@H](C)OCC=1C=C2C=CC(=CC2=CC1)CCC(=O)OC(C)(C)C)CCC(N)=O tert-Butyl 3-[6-([[(2R,3S)-3-[(tert-butoxycarbonyl)amino]-5-carbamoylpentan-2-yl] oxy]methyl)naphthalen-2-yl]propanoate